1-methyl-1H,2H,3H,4H,9H-pyrido[3,4-b]indole CC1NCCC2=C1NC1=CC=CC=C21